C(C1=CC=CC=C1)(=O)O.O1COC2=C1C=CC(=C2)C(=O)N (benzo[d][1,3]dioxol-5-carboxamide) benzoate